CC1(CCC=2C(\C(\C3=CC=CC=C3C2C1)=N/C(C(=O)O)CC1=CC=CC2=CC=CC=C12)=O)C 2-{[(9Z)-3,3-dimethyl-10-oxo-1,2,3,4,9,10-hexahydrophenanthren-9-ylidene]amino}-3-(naphthalen-1-yl)propionic acid